3-amino-1-(3-(2-methoxybenzyloxy)phenyl)propan-1-ol NCCC(O)C1=CC(=CC=C1)OCC1=C(C=CC=C1)OC